5-(3-(2,2-difluoroethyl)-2-methyl-3H-imidazo[4,5-b]pyridin-5-yl)-N-isopropylpyrrolo[2,1-f][1,2,4]triazin-2-amine FC(CN1C(=NC=2C1=NC(=CC2)C=2C=CN1N=C(N=CC12)NC(C)C)C)F